D-2-naphthylalanine C1=C(C=CC2=CC=CC=C12)N[C@H](C)C(=O)O